O[C@H](CN(C(OC(C)(C)C)=O)CC1=NC(=CC=C1O)C)CC tert-butyl [(2S)-2-hydroxybutyl][(3-hydroxy-6-methylpyridin-2-yl)methyl]carbamate